NC1=CC(=C2CN(C(C2=C1)=O)C1CCC(CC1)C(=O)NC1=CC(=C(C=C1)C)OC)C 4-(6-amino-4-methyl-1-oxo-isoindolin-2-yl)-N-(3-methoxy-4-methyl-phenyl)cyclohexanecarboxamide